4-bromo-7-isopropoxy-2-methyl-2H-indazole BrC=1C2=CN(N=C2C(=CC1)OC(C)C)C